3-[4-[4-[(4-aminocyclohexyl)methyl]piperazin-1-yl]phenyl]piperidine-2,6-dione dihydrochloride Cl.Cl.NC1CCC(CC1)CN1CCN(CC1)C1=CC=C(C=C1)C1C(NC(CC1)=O)=O